5-bromo-3-[1-[(3,3-difluorocyclobutyl)methyl]pyrazol-4-yl]quinoxalin-6-ol BrC1=C2N=C(C=NC2=CC=C1O)C=1C=NN(C1)CC1CC(C1)(F)F